Ribofuranose Triacetate Chloride [Cl-].C(C)(=O)[O-].C(C)(=O)[O-].C(C)(=O)[O-].OC1[C@H](O)[C@H](O)[C@H](O1)CO